N[C@@H](CCOP(O)(=O)C)C(=O)O homoalanin-4-yl-(methyl)phosphonic acid